C(C1=CC=CC=C1)N1CC(CC1)C1=NC(=NO1)C=1C=C2C(=C(NC2=CC1)C1=CC(=C(C=C1)OC)OC)CC 5-(1-benzyl-pyrrolidin-3-yl)-3-(2-(3,4-dimethoxyphenyl)-3-ethyl-1H-indol-5-yl)-1,2,4-oxadiazole